COC(=O)C1=NSC(=C1Cl)C=CC 4-chloro-5-prop-1-enyl-isothiazole-3-carboxylic acid methyl ester